5-(piperidin-4-ylmethyl)-N-(6-(thiophene-2-sulfonamido)benzo[d]thiazol-2-yl)-5,6,7,8-tetrahydro-4H-pyrazolo[1,5-a][1,4]diazepine-2-carboxamide hydrochloride Cl.N1CCC(CC1)CN1CC=2N(CCC1)N=C(C2)C(=O)NC=2SC1=C(N2)C=CC(=C1)NS(=O)(=O)C=1SC=CC1